BrC1=CN=C2C(=N1)N(C(CN2)=O)CCC2CCOCC2 7-bromo-1-(2-(tetrahydro-2H-pyran-4-yl)ethyl)-3,4-dihydropyrazino[2,3-b]Pyrazin-2(1H)-one